(4-(3-(2,6-dioxopiperidin-3-yl)-1-methyl-1H-indazol-6-yl)piperazin-1-yl)cyclohexane-1-carboxylic acid O=C1NC(CCC1C1=NN(C2=CC(=CC=C12)N1CCN(CC1)C1(CCCCC1)C(=O)O)C)=O